(2S)-1-(5-Chloro-4-((4-(2-chloro-3-((1-methylpiperidin-3-yl)methoxy)phenyl)-2,3-dihydro-1H-inden-1-yl)oxy)-2-((5-cyanopyridin-3-yl)methoxy)benzyl)piperidin ClC=1C(=CC(=C(CN2CCCCC2)C1)OCC=1C=NC=C(C1)C#N)OC1CCC2=C(C=CC=C12)C1=C(C(=CC=C1)OCC1CN(CCC1)C)Cl